(2S,6R)-2,6-dimethyl-4-(3-(3-methyl-1H-indazol-5-yl)imidazo[1,2-b]pyridazin-6-yl)morpholine C[C@H]1CN(C[C@H](O1)C)C=1C=CC=2N(N1)C(=CN2)C=2C=C1C(=NNC1=CC2)C